tert-butyl-1-(3-(2-amino-6-fluoropyrazolo[1,5-a]pyrimidine-3-carboxamido)-5-fluoropyridin-4-yl)piperidine C(C)(C)(C)C1N(CCCC1)C1=C(C=NC=C1F)NC(=O)C=1C(=NN2C1N=CC(=C2)F)N